C(C1=CC=CC=C1)OC1=C(C=CC=C1C(C)C)/C(=C/C(=O)OC)/C (E)-methyl 3-(2-(benzyloxy)-3-isopropylphenyl)but-2-enoate